(E)-6-fluoro-4-oxo-1,4-dihydro-1,8-naphthyridine-3-carboxamide FC=1C=C2C(C(=CNC2=NC1)C(=O)N)=O